C1(=CC=C(C=C1)C(=O)C1=C(C=CC(=C1)Cl)Cl)C1=CC=CC=C1 [1,1'-biphenyl]-4-yl-(2,5-dichlorophenyl)methanone